C(=O)(OCCC)OOC(=O)OCCC dinormalpropyl peroxydicarbonate